(3-(3-(phenyl)-4-oxo-3,4-dihydro-phthalazin-1-yl)-6-chlorophenyl)-dimethylaminosulfonamide C1(=CC=CC=C1)N1N=C(C2=CC=CC=C2C1=O)C=1C=C(C(=CC1)Cl)NS(=O)(=O)N(C)C